S-(3-aminopropyl)Thiosulfuric acid NCCCS=S(O)(O)=O